tert-butyl 4-(6-chloro-6-(2-chloroethyl)-2-morpholinopyrimidin-4-ylamino)piperidine-1-carboxylate ClC1(C=C(N=C(N1)N1CCOCC1)NC1CCN(CC1)C(=O)OC(C)(C)C)CCCl